tert-butyl 6-(7-((2-(trimethylsilyl)ethoxy)methyl)-7H-pyrrolo[2,3-d]pyrimidin-4-yl)-1,6-diazaspiro[3.3]heptane-1-carboxylate C[Si](CCOCN1C=CC2=C1N=CN=C2N2CC1(CCN1C(=O)OC(C)(C)C)C2)(C)C